2,5-dihydroxythiophene OC=1SC(=CC1)O